6-(4-(azetidin-3-ylmethoxy)phenyl)-N-((2-fluoro-5-methoxybenzyl)oxy)pyrazine-2-carboxamide N1CC(C1)COC1=CC=C(C=C1)C1=CN=CC(=N1)C(=O)NOCC1=C(C=CC(=C1)OC)F